2-(6-(((trans)-3-hydroxy-3-methylcyclobutyl)amino)pyridazin-3-yl)-3-methyl-5-(trifluoromethyl)phenol OC1(CC(C1)NC1=CC=C(N=N1)C1=C(C=C(C=C1C)C(F)(F)F)O)C